C/C(/C(=O)OCC)=C\C1=CC=NC=C1 Ethyl (2E)-2-methyl-3-(4-pyridinyl)-2-propenoate